1-[2-chloro-3-(trifluoro-ethoxymethyl)-4-(methylsulfonyl)phenyl]ethanone ClC1=C(C=CC(=C1COCC(F)(F)F)S(=O)(=O)C)C(C)=O